NC1=NC(=NC=C1)N1CC(C(C(C1)(F)F)OC)O (4-aminopyrimidin-2-yl)-5,5-difluoro-4-methoxy-piperidin-3-ol